N-((1s,3s)-3-((5-([1,2,4]triazolo[1,5-a]pyridin-6-yl)-7H-pyrrolo[2,3-d]pyrimidin-2-yl)amino)-1-methylcyclobutyl)propionamide N=1C=NN2C1C=CC(=C2)C2=CNC=1N=C(N=CC12)NC1CC(C1)(C)NC(CC)=O